CC=1C=C(C=C2NNCC2)C=CC1 M-methyl-benzylidenetetrahydropyrazole